1,2,3-triazolebenzyloxypyrazole N1N=NC(=C1)C1=CC=CC=C1COC1=NNC=C1